4-bromo-6-methyl-7-oxo-6,7-dihydro-1H-pyrrolo[2,3-c]pyridine BrC=1C2=C(C(N(C1)C)=O)NC=C2